CN1C=2C(NC(=NC2NC[C@H]1CNC1=CC=C(C(N[C@@H](CCC(=O)O)C(=O)O)=O)C=C1)N)=O (6R,S)-5-methyltetrahydrofolic acid